(3-fluoro-4-methoxy-1H-indole-2-carbonyl)-N-((S)-4-hydroxy-3-oxo-1-((S)-2-oxopyrrolidin-3-yl)butan-2-yl)octahydrocyclopenta[c]pyrrole-1-carboxamide FC1=C(NC2=CC=CC(=C12)OC)C(=O)C1(NCC2C1CCC2)C(=O)N[C@@H](C[C@H]2C(NCC2)=O)C(CO)=O